FC=1C=C(C=CC1F)C1=CC(=CC=C1)C(=O)N1CC(CCC1)C=1C=C(OC(C(=O)NS(=O)(=O)C2=CC=C(C=C2)C(F)(F)F)(C)C)C=CC1 2-(3-(1-(3',4'-difluoro-[1,1'-biphenyl]-3-carbonyl)piperidin-3-yl)phenoxy)-2-methyl-N-((4-(trifluoromethyl)phenyl)sulfonyl)propanamide